ClC1=CC=C(C=C1)[C@H](CC1=NOC(=N1)CN1C(N(C(=C(C1=O)C)C)C)=O)O (S)-3-((3-(2-(4-chlorophenyl)-2-hydroxyethyl)-1,2,4-oxadiazol-5-yl)methyl)-1,5,6-trimethylpyrimidine-2,4(1H,3H)-dione